1,4-dithia-6-azaspiro[4.4]nonane-8-carboxylate S1CCSC12NCC(C2)C(=O)[O-]